FC=1C=C(C=C(C1)C(F)(F)F)[C@@H]1[C@@H](N(C(O1)=O)C(=O)NCC=1C(=NN(C1C)C)C)C (4S,5R)-5-[3-fluoro-5-(trifluoromethyl)phenyl]-4-methyl-2-oxo-N-[(1,3,5-trimethyl-1H-pyrazol-4-yl)methyl]-1,3-oxazolidine-3-carboxamide